tert-butyl (2S,4R)-2-methyl-4-[(5-morpholino-2-pyridyl)oxy]pyrrolidine-1-carboxylate C[C@@H]1N(C[C@@H](C1)OC1=NC=C(C=C1)N1CCOCC1)C(=O)OC(C)(C)C